4-(phenylthio)phenyldi-p-tolylsulfonium C1(=CC=CC=C1)SC1=CC=C(C=C1)[S+](C1=CC=C(C=C1)C)C1=CC=C(C=C1)C